S1C2=C(C=C1)C(=CC=C2)N2CCN(CC2)CCCCOC2=CC=C1C(CC(N(C1=C2)C(C)OC(CCCCCCCCCCCCC)=O)=O)(C)C Tetradecanoic acid 1-{7-[4-(4-benzo[b]thiophen-4-ylpiperazin-1-yl)butoxy]-4,4-dimethyl-2-oxo-3,4-dihydro-2H-quinolin-1-yl}-ethyl ester